ClC=1C=C(C=CC1)CCN1[C@@H](C[C@@H](C1)COC1=CC=C(C=C1)S(=O)(=O)C)C (2R,4S)-1-[2-(3-chlorophenyl)ethyl]-4-[(4-methanesulfonylphenoxy)methyl]-2-methylpyrrolidine